[6-(1-methyl-1H-pyrazol-4-yl)pyrazolo[1,5-a]pyridin-3-yl]-1,4-diazacycloheptan-1-ium trifluoroacetate salt FC(C(=O)[O-])(F)F.CN1N=CC(=C1)C=1C=CC=2N(C1)N=CC2[NH+]2CCNCCC2